3',4'-dimethoxy-[1,1'-biphenyl]-3-Formaldehyde COC=1C=C(C=CC1OC)C1=CC(=CC=C1)C=O